(R)-2-(6-((1-(3-(difluoromethyl)-2-fluorophenyl)ethyl)amino)-5-(1,3-dioxolan-2-yl)-2-methylpyrimidin-4-yl)-N-(4,4-difluoropiperidin-1-yl)acetamide FC(C=1C(=C(C=CC1)[C@@H](C)NC1=C(C(=NC(=N1)C)CC(=O)NN1CCC(CC1)(F)F)C1OCCO1)F)F